7-(Benzyloxy)heptyl 8-methylnonanoate CC(CCCCCCC(=O)OCCCCCCCOCC1=CC=CC=C1)C